trans-4-propyl-4'-propyl-1,1'-bicyclohexyl C(CC)C1CCC(CC1)C1CCC(CC1)CCC